Methyl 2-(((1RS,2R)-2-((tert-butoxycarbonyl)amino)-1-cyano-3-(1H-indol-3-yl)propyl)amino)-5-(2,3-dihydrobenzo[b][1,4]dioxin-6-yl)benzoate C(C)(C)(C)OC(=O)N[C@@H]([C@H](C#N)NC1=C(C(=O)OC)C=C(C=C1)C1=CC2=C(OCCO2)C=C1)CC1=CNC2=CC=CC=C12 |&1:9|